FC=1C=C(C=C(C1C(F)(F)F)N[C@@H](CF)C1CCNCC1)C1=NNC(O1)=O 5-[3-Fluoro-5-{[(1R)-2-fluoro-1-(piperidin-4-yl)ethyl]amino}-4-(trifluoromethyl)phenyl]-1,3,4-oxadiazol-2(3H)-one